(3-chloro-4-fluorophenyl)(5-(methylsulfonyl)-1-((2-(trimethylsilyl)ethoxy)methyl)-1H-imidazol-2-yl)methanol ClC=1C=C(C=CC1F)C(O)C=1N(C(=CN1)S(=O)(=O)C)COCC[Si](C)(C)C